FC1=C(C(=C(C(=C1[B-](C1=C(C(=C(C(=C1F)F)F)F)F)(C1=C(C(=C(C(=C1F)F)F)F)F)C1=C(C(=C(C(=C1F)F)F)F)F)F)F)F)F.C(CCCCCCCCCCCCCCCCCC)C1=[NH+]C(=CC=C1)CCCCCCCCCCCCCCCCCCC 2,6-di(nonadecyl)pyridinium tetrakis(pentafluorophenyl)borate